O=C1NCC=2C1=NC(=CC2)C(=O)[O-] 7-oxo-5H-pyrrolo[3,4-b]pyridine-2-carboxylate